4-(difluoromethyl)piperazine FC(N1CCNCC1)F